OC1(CCN(CC1)C)C(=O)O 4-hydroxy-1-methyl-piperidine-4-carboxylic acid